(R)-6-amino-N-(1-oxo-1-(7-(4-(trifluoromethyl)phenyl)-3,4-dihydroisoquinolin-2(1H)-yl)propan-2-yl)picolinamide NC1=CC=CC(=N1)C(=O)N[C@@H](C(N1CC2=CC(=CC=C2CC1)C1=CC=C(C=C1)C(F)(F)F)=O)C